(Z)-3-(2-hydroxyethyl)-11,11-dimethyl-13-(14-methylpentadecyl)-10,12,14-trioxa-3-aza-11-siladotriacont-23-en-1-ol OCCN(CCO)CCCCCCO[Si](OC(OCCCCCCCC\C=C/CCCCCCCC)CCCCCCCCCCCCCC(C)C)(C)C